(3S)-3-([8-carbamoyl-6-[4-(1-hydroxycyclopropyl)phenyl]pyrido[3,2-d]pyrimidin-4-yl]amino)piperidine-1-carboxylic acid tert-butyl ester C(C)(C)(C)OC(=O)N1C[C@H](CCC1)NC=1C2=C(N=CN1)C(=CC(=N2)C2=CC=C(C=C2)C2(CC2)O)C(N)=O